ClC(C=C)CC 3-chloro-1-pentene